Cl.ClC=1C=C(NC2C(NC(CC2)=O)=O)C=CC1N1CCC(CC1)C1CCNCC1 3-[3-chloro-4-[4-(4-piperidyl)-1-piperidyl]anilino]piperidine-2,6-dione HCl salt